[Mg].OCC(O)CO glycerol, magnesium salt